C(C)C=1OC(=O)C2=CC=CC=C2C1CC 3,4-diethyl-isocoumarin